C(C1=CC=CC=C1)N(C(C(C(C(=O)OCC)C)C)C)C(=O)OCC ethyl 4-(benzyl(ethoxycarbonyl)amino)-2,3-dimethylpentanoate